NC1=NC=NC2=C(C=C(C=C12)OCCO)C(=O)NC1=C2C=CN=C(C2=CC=C1C)NC1=C(C(=CC=C1)Cl)F 4-Amino-N-(1-((3-chloro-2-fluorophenyl)amino)-6-methylisoquinolin-5-yl)-6-(2-hydroxyethoxy)quinazoline-8-carboxamide